ClC1=CC=C(OCCCCCCC2CO2)C=C1 [6-(4-chlorophenoxy) hexyl]-ethylene oxide